5-Fluoro-2,3-bis((1-methyltetrazol-5-yl)thio)quinoxaline FC1=C2N=C(C(=NC2=CC=C1)SC1=NN=NN1C)SC1=NN=NN1C